C(CC=C)[C@@H](C(=O)O)[C@@H](CCC=C)O (2R,3R)-2-but-3-enyl-3-hydroxy-hept-6-enoic acid